3-pentoxybenzenesulfonyl chloride C(CCCC)OC=1C=C(C=CC1)S(=O)(=O)Cl